N-(4-chloro-2-((5-chloro-2-((5-chloro-2-methoxy-4-(4-(4-methyl-1,4-diazepan-1-yl)piperidin-1-yl)phenyl)amino)pyrimidin-4-yl)amino)phenyl)methanesulfonamide ClC1=CC(=C(C=C1)NS(=O)(=O)C)NC1=NC(=NC=C1Cl)NC1=C(C=C(C(=C1)Cl)N1CCC(CC1)N1CCN(CCC1)C)OC